C1(CCCCC1)N(C1CCCCC1)[K] dicyclohexylaminopotassium